tert-butyl (2S,4S)-4-hydroxy-2-((S)-hydroxy(thiophen-2-yl)methyl)pyrrolidine-1-carboxylate O[C@H]1C[C@H](N(C1)C(=O)OC(C)(C)C)[C@@H](C=1SC=CC1)O